(S)-4-((S)-2-(2-((2-cyanophenyl)amino)-2-oxoacetamido)propanamido)-5-oxo-6-(2,3,5,6-tetrafluorophenoxy)hexanoic acid C(#N)C1=C(C=CC=C1)NC(C(=O)N[C@H](C(=O)N[C@@H](CCC(=O)O)C(COC1=C(C(=CC(=C1F)F)F)F)=O)C)=O